N-(2-methylindazol-6-yl)-5-(piperazin-1-yl)cinnoline-8-carboxamide 2-oxa-7-azaspiro[3.5]non-5-ene-7-carboxylate C1OCC12C=CN(CC2)C(=O)O.CN2N=C1C=C(C=CC1=C2)NC(=O)C=2C=CC(=C1C=CN=NC21)N2CCNCC2